OC1=NC=CC2=C1N=C(N2CC2=CC=C(C=C2)B(O)O)C(C)C 4-((4-hydroxy-2-isopropylimidazo[4,5-c]pyridin-1-yl)methyl)phenylboronic acid